O=C1NC(CCC1N1C(C2=CC=C(C=C2C1)C(=O)N[C@@H](C(F)(F)F)C1=CC(=CC=C1)OC1=CC=CC=C1)=O)=O 2-(2,6-dioxopiperidin-3-yl)-1-oxo-N-((R)-2,2,2-trifluoro-1-(3-phenoxyphenyl)ethyl)isoindoline-5-carboxamide